n-triacontyl tetradecanoate C(CCCCCCCCCCCCC)(=O)OCCCCCCCCCCCCCCCCCCCCCCCCCCCCCC